(2R,3R,4S,5R,6R)-4-(4-(2,3-Difluoro-4-methylphenyl)-1H-1,2,3-triazol-1-yl)-2-(hydroxymethyl)-5-methoxy-6-((4-(3-methyloxetan-3-yl)-1H-1,2,3-triazol-1-yl)methyl)tetrahydro-2H-pyran-3-ol FC1=C(C=CC(=C1F)C)C=1N=NN(C1)[C@H]1[C@H]([C@H](O[C@@H]([C@@H]1OC)CN1N=NC(=C1)C1(COC1)C)CO)O